C(CC)N1C(NC(=CC1=O)N1[C@H](C2=CC=CC=C2CC1)C)=O (S)-3-propyl-6-(1-methyl-3,4-dihydroisoquinolin-2(1H)-yl)pyrimidine-2,4(1H,3H)-dione